COC1=C(C=C(C=C1)N1CCOCC1)S(=O)(=O)N(CC1=CC=C(C=C1)OC)CC1=CC=C(C=C1)OC 2-methoxy-N,N-bis(4-methoxybenzyl)-5-morpholinobenzenesulfonamide